C(CCCCC=CCC=CCCCCCCCCCCCCCC)(=O)OC 6,9-TETRACOSADIENOIC ACID, METHYL ESTER